C(#N)C1=CC=C(C=N1)CNC(=O)C=1C(=C2C=CC(=NC2=CN1)O)O N-[(6-cyanopyridin-3-yl)methyl]-2,5-dihydroxy-1,7-naphthyridine-6-carboxamide